Cl.C(C)C=1OC2=C(C1N)CCCC2 2-ethyl-4,5,6,7-tetrahydro-1-benzofuran-3-amine hydrochloride